O=C1NC(CCC1N1C(C2=CC=C(C=C2C1)OC1C(CCCC1)NCC1=CC=C(C#N)C=C1)=O)=O 4-(((2-((2-(2,6-dioxopiperidin-3-yl)-1-oxoisoindolin-5-yl)oxy)cyclohexyl)amino)methyl)benzonitrile